(2R,5S)-4-(5-(azetidin-1-yl)-7-(3,5-difluorophenyl)-7H-pyrrolo[2,3-d]pyrimidin-4-yl)-2,5-dimethylpiperazine-1-carboxylic acid tert-butyl ester C(C)(C)(C)OC(=O)N1[C@@H](CN([C@H](C1)C)C=1C2=C(N=CN1)N(C=C2N2CCC2)C2=CC(=CC(=C2)F)F)C